ClC=1C=C(C[C@H]2COC3=C(C=C(C=C3C2=O)CN2/C(/OC=C2)=N\C(OC(C)(C)C)=O)C=2C(=NN(C2)CC)C(F)(F)F)C=CC1Cl tert-butyl (S,E)-(3-((3-(3,4-dichlorobenzyl)-8-(1-ethyl-3-(trifluoromethyl)-1H-pyrazol-4-yl)-4-oxochroman-6-yl)methyl)oxazol-2(3H)-ylidene)carbamate